1-(2-hydroxyethyl)-tetradecylpiperidine chloride [Cl-].OCCC(CCCCCCCCCCCCC)N1CCCCC1